N-benzhydryl-4-(oxetan-3-yl)aniline C(C1=CC=CC=C1)(C1=CC=CC=C1)NC1=CC=C(C=C1)C1COC1